NC1=C(C=C(C=C1)C1=CC(=CC(=C1)C(F)(F)F)C(F)(F)F)C(=O)O 4-amino-3',5'-bis(trifluoromethyl)-[1,1'-biphenyl]-3-carboxylic acid